N-[p-(4-morpholino-1H-1,5,7-triazainden-2-yl)phenyl]-4-hydroxy-4-piperidinecarboxamide O1CCN(CC1)C1=C2C=C(NC2=NC=N1)C1=CC=C(C=C1)NC(=O)C1(CCNCC1)O